(R)-4-benzyl-3-((S)-2-(4-chloro-3-fluorobenzyl)-5-((3-(5-methylpyridazin-4-yl)-1H-1,2,4-triazol-5-yl)amino)pentanoyl)oxazolidin-2-one C(C1=CC=CC=C1)[C@H]1N(C(OC1)=O)C([C@@H](CCCNC1=NC(=NN1)C1=CN=NC=C1C)CC1=CC(=C(C=C1)Cl)F)=O